(R)-3-amino-1-(2-((6-amino-9H-purin-9-yl)methyl)-4-fluoro-3-(trifluoromethyl)phenyl)-N-(3-oxo-3-(propylamino)propyl)pyrrolidine-3-carboxamide N[C@]1(CN(CC1)C1=C(C(=C(C=C1)F)C(F)(F)F)CN1C2=NC=NC(=C2N=C1)N)C(=O)NCCC(NCCC)=O